azabicyclo[3.2.1]octan-8-yl phosphate P(=O)(OC1N2CCCC1CC2)([O-])[O-]